C1(=CC=CC=C1)N(C1=CC=C(C=C1)\C=C\C1=CC=C(C=C1)C1=CC=C2C=CC3=CC=CC4=CC=C1C2=C34)C3=CC=CC=C3 (E)-N,N-diphenyl-4-(4-(pyrene-1-yl)styryl)aniline